ClC=1C(=NC=CC1)C(=O)O 3-chloropyridine-2-carboxylic acid